1,1,1-trifluoro-3-(trimethoxysilyl)propane FC(CC[Si](OC)(OC)OC)(F)F